ClC=1C=C(C(=NC1)NC(C(CN1C(C2=CC=CC=C2C1=O)=O)(C)N(C(CCl)=O)CC1=CC=C(C=C1)C(F)(F)F)=O)F N-(5-chloro-3-fluoropyridin-2-yl)-2-(2-chloro-N-[[4-(trifluoromethyl)phenyl]methyl]acetamido)-3-(1,3-dioxoisoindol-2-yl)-2-methylpropanamide